3,3'-(1,4-phenylene)bis[1-(4-tert-butoxyphenyl)-1,3-propanedione] C1(=CC=C(C=C1)C(CC(=O)C1=CC=C(C=C1)OC(C)(C)C)=O)C(CC(=O)C1=CC=C(C=C1)OC(C)(C)C)=O